BrC1=CC=C(C=C1)C(=O)C1=CC=CC=C1 (4-bromophenyl)(phenyl)methanone